ClC1=CC=C(C=C1)C=1C(C(=C(N(C1C)CC)C1=CC(=C(C=C1)Cl)Cl)C(=O)O)=O 5-(4-chlorophenyl)-2-(3,4-dichlorophenyl)-1-ethyl-6-methyl-4-oxo-pyridine-3-carboxylic acid